FC=1C=C(C=CC1)C1(NCCC1)C 2-(3-fluorophenyl)-2-methyl-pyrrolidine